ethyl 2-(diphenylmethyleneamino)-4,4,4-trifluorobutanoate C1(=CC=CC=C1)C(C1=CC=CC=C1)=NC(C(=O)OCC)CC(F)(F)F